OC=1C=CC(=C2CNC(C12)=O)C=1C=C2C(=NNC2=CC1)C=1SC=CC1 7-hydroxy-1-oxo-4-[3-(2-thienyl)-1H-indazol-5-yl]isoindolin